tert-butyl 7-[8-fluoro-1-oxo-6-(2,3,7-trimethyl-1,3-benzodiazol-5-yl)isoquinolin-2-yl]-4-azaspiro[2.5]octane-4-carboxylate FC=1C=C(C=C2C=CN(C(C12)=O)C1CCN(C2(CC2)C1)C(=O)OC(C)(C)C)C1=CC2=C(N=C(N2C)C)C(=C1)C